C[SiH](OCC)OCC methyldiethoxysilan